3'-O-alpha-L-fucosyl-2'-deoxyadenosine [C@@H]1([C@@H](O)[C@H](O)[C@H](O)[C@@H](O1)C)O[C@H]1C[C@@H](O[C@@H]1CO)N1C=NC=2C(N)=NC=NC12